O1C=C(C2=C1C=CC=C2)C[C@H](NC(=O)C2CCOC1(CCOC1)C2)B(O)O ((1R)-2-(benzofuran-3-yl)-1-(2,6-dioxaspiro[4.5]decane-9-carboxamido)ethyl)boronic acid